Diisophorone CC1(C)CC(=O)C2=C(C1)C[C@]1(C)CC(C)(C)C[C@@]2(O)C1